NCC=1C=C(C=CC1)C=1C=CC2=C(C(=C(O2)F)COC2=C(C=CC=C2)CC(=O)O)C1 2-(2-((5-(3-(aminomethyl)phenyl)-2-fluorobenzofuran-3-yl)methoxy)phenyl)acetic acid